2-[[2-[(7-chloro-1-hydroxy-3H-2,1-benzoxaborole-5-yl)amino]-5-fluoro-pyrimidin-4-yl]amino]cyclohexanecarbonitrile ClC1=CC(=CC=2COB(C21)O)NC2=NC=C(C(=N2)NC2C(CCCC2)C#N)F